1-(cyclohexylthio)-2-nitrobenzene C1(CCCCC1)SC1=C(C=CC=C1)[N+](=O)[O-]